COC1=CC=C(C=C1)C1=NN2C(=NC=3C=C(C=CC3C2=N1)C#N)N[C@H]1C(NCCCC1)=O 2-(4-methoxyphenyl)-5-{[(3R)-2-oxoazepan-3-yl]amino}[1,2,4]triazolo[1,5-c]quinazoline-8-carbonitrile